6-(2,4-dimethylthiazol-5-yl)-2-((1-(5-(trifluoromethyl)pyridin-2-yl)piperidin-4-yl)methyl)pyridazin-3(2H)-one CC=1SC(=C(N1)C)C=1C=CC(N(N1)CC1CCN(CC1)C1=NC=C(C=C1)C(F)(F)F)=O